3-(1,3-bis(7-methoxy-4,9-dihydro-3H-pyrido[3,4-b]indol-1-yl)propan-2-yl)-2-bromo-6-methoxyphenol COC1=CC=C2C3=C(NC2=C1)C(=NCC3)CC(CC3=NCCC1=C3NC3=CC(=CC=C13)OC)C=1C(=C(C(=CC1)OC)O)Br